N1=CC(=CC=C1)C=1C=C(C=CC1)C1=CC(=CC=C1)C1=NC(=NC(=N1)C=1C=C(C=CC1)C1=CC(=CC=C1)C=1C=NC=CC1)C=1C=C(C=CC1)C1=CC(=CC=C1)C=1C=NC=CC1 2,4,6-tris(3'-(pyridin-3-yl)-biphenyl-3-yl)-1,3,5-triazine